2-(difluoromethyl)nicotinic acid FC(C1=C(C(=O)O)C=CC=N1)F